1-(tetrahydropyran-2-yl)-1H-pyrazol-5-amine O1C(CCCC1)N1N=CC=C1N